FC(C1=CC=C(C=C1)C=1C=CC=C2C=C(C=NC12)C(=O)N)(F)F 8-[4-(trifluoromethyl)phenyl]quinoline-3-carboxamide